ClC=1C=C2CCCC3(C2=CC1)COC1=CC=C2S(NC([C@@H](OCC=CC(C4CCC4C(N(C3)C1=C2)C)O)C)=O)(=O)=O 6'-chloro-7-hydroxy-l-2,12-dimethyl-15,15-dioxo-spiro[11,20-dioxa-15-thia-1,14-diazatetracyclo[14.7.2.03,6.019,24]pentacosa-8,16,18,24-tetraene-22,1'-tetralin]-13-one